6-chloro-3-(1H-imidazol-1-yl)-5-methoxy-2-(5-(methoxymethyl)-1H-1,2,4-triazol-3-yl)-1-methyl-1H-indole-7-carbonitrile ClC1=C(C=C2C(=C(N(C2=C1C#N)C)C1=NNC(=N1)COC)N1C=NC=C1)OC